OC(CN(CCOCCN(CCN1CCN(CC1)CCOCCN(CC(CCCCCCCCCCCC)O)CC(CCCCCCCCCCCC)O)CC(CCCCCCCCCCCC)O)CC(CCCCCCCCCCCC)O)CCCCCCCCCCCC 1,1'-((2-(2-(4-(2-((2-(2-(bis(2-hydroxytetradecyl)amino)ethoxy)ethyl)(2-hydroxytetradecyl)amino)ethyl)piperazin-1-yl)ethoxy)ethyl)azanediyl)bis(tetradecan-2-ol)